(S)-N-((S)-1-(3-Fluoro-5-methoxyphenyl)-2-hydroxyethyl)-2-(6-(5-methyl-2-((1-methyl-1H-pyrazol-5-yl)amino)pyrimidin-4-yl)-3-oxo-1H-pyrrolo[1,2-c]imidazol-2(3H)-yl)propanamide FC=1C=C(C=C(C1)OC)[C@@H](CO)NC([C@H](C)N1C(N2C(C1)=CC(=C2)C2=NC(=NC=C2C)NC2=CC=NN2C)=O)=O